ClC1=C(C=CC2=C1C(=N[C@H](C=1N2C=CC(N1)=O)C)C1=C(C=CC(=C1)O)F)Cl (5S)-8,9-dichloro-7-(2-fluoro-5-hydroxyphenyl)-5-methyl-5H-pyrimido[1,2-a][1,4]benzodiazepin-3-one